CC=1C(=NC(=NC1)NC=1C=NN(C1)C1CCN(CC1)C)C1=CC=C(C(=O)N)C=C1 4-(5-methyl-2-((1-(1-methylpiperidin-4-yl)-1H-pyrazol-4-yl)amino)pyrimidin-4-yl)benzamide